4-Chloro-5-cyano-1H-pyrrolo[2,3-b]pyridine ClC1=C2C(=NC=C1C#N)NC=C2